1-(2-fluoroethyl)piperazine dihydrochloride Cl.Cl.FCCN1CCNCC1